(S)-2,3,10-trimethoxy-9-cyclopentyloxy-6,8,13,13a-tetrahydro-5H-dibenzo[a,g]quinolizine COC=1C(=CC2=C([C@@H]3CC4=C(CN3CC2)C(=C(C=C4)OC)OC4CCCC4)C1)OC